tert-butyl 2-[4-[4-[(3S)-2,6-dioxo-3-piperidyl]-2-fluoro-phenyl]piperazin-1-yl]acetate O=C1NC(CC[C@H]1C1=CC(=C(C=C1)N1CCN(CC1)CC(=O)OC(C)(C)C)F)=O